NC(C(=O)NC1=CC=C(C=C1)C1N=C2C3(C(=C(C=N2)C)C=CC=C3)N1[C@@H](C)C1=CC=C(C=C1)C)C1=CC=C(C=C1)S(=O)(=O)CC 2-Amino-2-(4-(ethylsulfonyl)phenyl)-N-(4-(6-methyl-1-((S)-1-(p-tolyl)ethyl)-1H-benzo[d]imidazopyridin-2-yl)phenyl)acetamide